ClC=1C=C(C=CC1)NC=1C=2N(C3=C(N1)C=CN=C3)C=CC2C(=O)O 6-((3-chlorophenyl)amino)pyrido[4,3-e]pyrrolo[1,2-a]pyrazine-7-carboxylic acid